5-bromo-2-isopropylthiazole BrC1=CN=C(S1)C(C)C